[Cl-].C(C1=CC=CC=C1)C1CCC(CC1)[NH3+] (1s,4s)-4-Benzylcyclohexan-1-aminium chloride